2-(benzyloxycarbonylamino)-2-(3-(3-phenylpiperidin-1-yl)propyl)-6-(4,4,5,5-tetramethyl-1,3,2-dioxaborolan-2-yl)hexanoic acid tert-butyl ester C(C)(C)(C)OC(C(CCCCB1OC(C(O1)(C)C)(C)C)(CCCN1CC(CCC1)C1=CC=CC=C1)NC(=O)OCC1=CC=CC=C1)=O